C(=C)C1C=2C(=COC1O[C@H]1[C@H](O)[C@@H](O)[C@H](O)[C@H](O1)CO)C(OCC2)=O 5-Ethenyl-6-(beta-D-glucopyranosyloxy)-5,6-Dihydro-1H,3H-pyrano[3,4-C]pyran-1-one